P(O)(O)OCC(COC(CCCCCCCCCCCCCCCCC)=O)(COC(CCCCCCCCCCCCCCCCC)=O)CO pentaerythritol distearate phosphite